NC=1C(=C(OC=2N=CC(=NC2)N2CCC(CC2)(C)CNC(OC(C)(C)C)=O)C=CC1)Cl tert-butyl ((1-(5-(3-amino-2-chlorophenoxy)pyrazin-2-yl)-4-methylpiperidin-4-yl)methyl)carbamate